CN1C[C@@H]2N(C3=C(OC2)C=C(C=C3)[N+](=O)[O-])CC1 (S)-3-methyl-8-nitro-1,2,3,4,4a,5-hexahydrobenzo[b]pyrazino[1,2-d][1,4]oxazine